N-((6-(2-chloro-3-(3-chloro-2-(4-(((1-isopropylpiperidin-4-yl)amino)methyl)-3-methoxyphenyl)pyridin-4-yl)phenyl)-2-methoxypyridin-3-yl)methyl)-1-isopropylpiperidin-4-amine ClC1=C(C=CC=C1C1=C(C(=NC=C1)C1=CC(=C(C=C1)CNC1CCN(CC1)C(C)C)OC)Cl)C1=CC=C(C(=N1)OC)CNC1CCN(CC1)C(C)C